NC=1SC2=C(N1)C=CC(=C2)C=2C(=NC(=C(C(=O)NCC=1C(=NC=CC1)OC1CCCC1)C2)OC)C 5-(2-aminobenzo[d]thiazol-6-yl)-N-((2-(cyclopentyloxy)pyridin-3-yl)methyl)-2-methoxy-6-methylnicotinamide